NC=1N=CC2=C(N1)N(C(C(=C2)N2CCN(C1=C(C=CC=C21)C)C(C=C)=O)=O)C=2C=NC(=CC2)OCCN(C)C 2-amino-8-[6-[2-(dimethylamino)ethoxy]-3-pyridinyl]-6-(5-methyl-4-prop-2-enoyl-2,3-dihydroquinoxalin-1-yl)pyrido[2,3-d]pyrimidin-7-one